3-[6-[[2-(2-methyl-1-piperidyl)-2-oxo-ethyl]amino]-1-oxo-isoindolin-2-yl]piperidine-2,6-dione CC1N(CCCC1)C(CNC1=CC=C2CN(C(C2=C1)=O)C1C(NC(CC1)=O)=O)=O